5-(2-(4-(2-Aminoethyl)-1H-1,2,3-triazol-1-yl)ethoxy)benzo[c][2,6]naphthyridine-8-carboxylic acid NCCC=1N=NN(C1)CCOC1=NC2=C(C3=CN=CC=C13)C=CC(=C2)C(=O)O